(1r,4r)-4-(((5-(3-bromo-2-methylphenyl)-3-methoxypyrazin-2-yl)methyl)amino)cyclohexane-1-carboxylic acid methyl ester COC(=O)C1CCC(CC1)NCC1=NC=C(N=C1OC)C1=C(C(=CC=C1)Br)C